4-((4-([1,1'-biphenyl]-3-yl)-5-chloropyrimidin-2-yl)amino)-N-(2-(2-aminoethoxy)ethyl)benzenesulfonamide C1(=CC(=CC=C1)C1=NC(=NC=C1Cl)NC1=CC=C(C=C1)S(=O)(=O)NCCOCCN)C1=CC=CC=C1